CN1CC(C1)(C)[C@@](C=1C=C(N=NC1)N1C(CC(C1)C(F)(F)F)=O)(C1=CC=C(C=C1)C(C)C)O 1-{5-[(R)-(1,3-dimethyl-azetidin-3-yl)-hydroxy-(4-isopropyl-phenyl)-methyl]-pyridazin-3-yl}-4-trifluoromethyl-pyrrolidin-2-one